3-[2-(2-methoxyphenyl)-1-methylpyrrolo[2,3-c]pyridin-5-yl]-1-[2-(4-methylpiperazin-1-yl)ethyl]urea COC1=C(C=CC=C1)C1=CC=2C(=CN=C(C2)NC(NCCN2CCN(CC2)C)=O)N1C